NC1=C(N(N=C1NCCC1=NC(=CC=C1)C(C)O)C)CC amino-3-ethyl-5-((2-(6-(1-hydroxyethyl)pyridin-2-yl)ethyl)amino)-2-methylpyrazol